COC=1C=C2C(=NC=NC2=CC1OC)OCCCNS(=O)(=O)NC(OC(C)(C)C)=O Tert-butyl (N-(3-((6,7-dimethoxyquinazolin-4-yl)oxy)propyl)sulfamoyl)carbamate